1,3,5-tri-(hydroxyethyl)-hexahydrotriazine OCCN1NN(CC(C1)CCO)CCO